O=C(C(=O)O)CCCC α-oxocaproic acid